C(C)(=O)NC1=C(C(=O)NC=2SC(=C(N2)C)[N+](=O)[O-])C=CC=C1 2-Acetamido-N-(4-methyl-5-nitrothiazol-2-yl)benzamide